N-cyclopropyl-2-(4,5-diphenyloxazol-2-yl)sulfanyl-propanamide C1(CC1)NC(C(C)SC=1OC(=C(N1)C1=CC=CC=C1)C1=CC=CC=C1)=O